3-methyl-1H-pyrrolo[3,2-b]pyridine-5-carboxamide CC1=CNC=2C1=NC(=CC2)C(=O)N